C[C@@H]1N(C2=CC=CC=C2[C@@H](C1)NC1=CC=C(C=C1)NC(CNC(OC1CCCCC1)=O)=O)C(CC)=O cyclohexyl (2-((4-(((2S,4R)-2-methyl-1-propionyl-1,2,3,4-tetrahydroquinolin-4-yl)amino)phenyl)amino)-2-oxoethyl)carbamate